OCCC1N(C=CC=C1)C 2-(2-hydroxyethyl)-1-methylpyridine